ethylene potassium trifluoroborate salt B(F)(F)F.[K].C=C